CC1CNC(C2=C(C=3C=CC=NC3C(N2CC1)=O)C1=CC=C(C=C1)C)=O 8,9,10,11-tetrahydro-9-methyl-5-(4-methylphenyl)-7H-[1,4]diazocino[2,1-g][1,7]naphthyridine-6,13-dione